C1OC=CC2=C1C=C(C=C2)S(=O)(=O)N 2-benzopyran-7-sulfonamide